tert-butyl (R)-2-formylmorpholine-4-carboxylate C(=O)[C@H]1CN(CCO1)C(=O)OC(C)(C)C